(R)-4-((1-(3-(difluoromethyl)-2-fluorophenyl)ethyl)amino)-8-(2-hydroxypropan-2-yl)-2-methyl-6-(1-methylcyclopropyl)pyrido[4,3-d]pyrimidin-7(6H)-one FC(C=1C(=C(C=CC1)[C@@H](C)NC=1C=2C(N=C(N1)C)=C(C(N(C2)C2(CC2)C)=O)C(C)(C)O)F)F